n-propyl-paraben C(CC)OC(=O)C1=CC=C(O)C=C1